COC1=C(C=CC=C1OC)C1=CC(=CC=C1)[C@H](CC(=O)O)NC(=O)NC=1C(N(C=C(C1O)C)C)=O (S)-3-(2',3'-dimethoxybiphenyl-3-yl)-3-(3-(4-hydroxy-1,5-dimethyl-2-oxo-1,2-dihydropyridin-3-yl)ureido)propanoic acid